(2R)-heptane-1,2-diol C([C@@H](CCCCC)O)O